potassium serine salt N[C@@H](CO)C(=O)[O-].[K+]